ClC1=C(C=C(C=C1)NC(NC1=C(C=C(OC2=CC(=NC=C2)C(=O)N)C=C1)F)=O)C(F)(F)F 4-(4-(3-(4-chloro-3-(trifluoromethyl)phenyl)ureido)-3-fluorophenoxy)-picolinamide